2,2-dimethyl-1,3-dihydropyridin-6-one CC1(NC(C=CC1)=O)C